(S)-t-butyl-4-((E)-hexadec-2-enoyl)-2,2-dimethyloxazolidine-3-carboxylate C(C)(C)(C)OC(=O)N1C(OC[C@H]1C(\C=C\CCCCCCCCCCCCC)=O)(C)C